FC1=C(OC2=C(C=C(C(=O)N3CCN(CC3)CC(=O)N(C)C)C=C2)C=2C3=C(C(N(C2)C)=O)NC=C3)C=CC(=C1)F 2-{4-[4-(2,4-difluorophenoxy)-3-(6-methyl-7-oxo-6,7-dihydro-1H-pyrrolo[2,3-c]pyridin-4-yl)benzoyl]piperazin-1-yl}-N,N-dimethylacetamide